5-(3-(N-acetylacetamido)phenyl)-2-(4-(trifluoromethyl)phenyl)Oxazole-4-carboxylic acid ethyl ester C(C)OC(=O)C=1N=C(OC1C1=CC(=CC=C1)N(C(C)=O)C(C)=O)C1=CC=C(C=C1)C(F)(F)F